10,13-dimethyl-17-(1-(((piperidine-3-carbonyl)oxy)imino)ethyl)-6,7,8,9,10,11,12,13,14,15,16,17-dodecahydro-1H-cyclopenta[a]phenanthren-3(2H)-one CC12C3CCC4(C(CCC4C3CCC2=CC(CC1)=O)C(C)=NOC(=O)C1CNCCC1)C